N1(CCC1)C1=NC=C(C=N1)CN1N=CC(=C1)N(C(=O)C1=NC(=CN=C1C=O)C1=C(C(=CC=C1C(F)F)Cl)F)COCC[Si](C)(C)C N-(1-((2-(Azetidin-1-yl)pyrimidin-5-yl)methyl)-1H-pyrazol-4-yl)-6-(3-chloro-6-(difluoromethyl)-2-fluorophenyl)-3-formyl-N-((2-(trimethylsilyl)ethoxy)methyl)pyrazine-2-carboxamide